(3-(hydroxymethyl)bicyclo[1.1.1]pentan-1-yl)methyl 4-Methylbenzenesulfonate CC1=CC=C(C=C1)S(=O)(=O)OCC12CC(C1)(C2)CO